4-bromo-6-chloro-2-cyclopropylpyridazine-3(2H)-one BrC=1C(N(N=C(C1)Cl)C1CC1)=O